The molecule is a dipeptide composed of glutamic acid and threonine joined by a peptide linkage. It has a role as a human metabolite. It derives from a glutamic acid and a threonine. CC(C(C(=O)O)NC(=O)CCC(C(=O)O)N)O